C(CC)C1C(OC(C1)=O)=O 3-propyl-dihydrofuran-2,5-dione